N1-([2,6'-biquinolin]-4-yl)propane-1,3-diamine N1=C(C=C(C2=CC=CC=C12)NCCCN)C=1C=C2C=CC=NC2=CC1